[N+](=[N-])=CC1=C(C(=O)N(C2=CC=CC=C2)C)C=CC=C1 2-(diazomethyl)-N-methyl-N-phenylBenzamide